BrC=1C=C(C=C2N=CC(=NC12)N1CCOCC1)Cl 8-bromo-6-chloro-2-(morpholin-4-yl)quinoxaline